C1(CC1)NC1=NC=C(C(=C1)C(=O)NCCC1=C(C=C(C=C1)C)C)OC1=CC(=CC=C1)C(F)(F)F 2-(cyclopropylamino)-N-[2-(2,4-dimethylphenyl)ethyl]-5-[3-(tri-fluoromethyl)phenoxy]pyridine-4-carboxamide